BrC=1C=C2C=3CC(CCC3NC2=CC1)C(C)(C)C 6-bromo-3-(tert-butyl)-2,3,4,9-tetrahydro-1H-carbazole